1-{2-[3-(4-ethyl-piperazin-1-yl)-phenylamino]-5-fluoro-pyrimidin-4-yl}-5-nitro-1H-indole-3-carboxylic acid amide C(C)N1CCN(CC1)C=1C=C(C=CC1)NC1=NC=C(C(=N1)N1C=C(C2=CC(=CC=C12)[N+](=O)[O-])C(=O)N)F